tert-butyl N-(3-oxoprop-1-en-2-yl)carbamate O=CC(=C)NC(OC(C)(C)C)=O